ClC=1C=C(C=CC1OCC1=CC=C(C=C1)OC)NC1=NC=NC2=CC(=C(C=C12)[N+](=O)[O-])C#CC1[C@@H]2CN(C[C@H]12)C(=O)OC(C)(C)C (1R,5S,6s)-tert-butyl 6-((4-((3-chloro-4-((4-methoxybenzyl)oxy)-phenyl)amino)-6-nitroquinazolin-7-yl)ethynyl)-3-azabicyclo[3.1.0]hexane-3-carboxylate